FC=1C=C(C=C(C1)F)[C@@H]1N(OCC1)C1=CC(=NC=N1)NC=1C(=CC(=C(C1)NC(C=C)=O)N1CCC(CC1)N1CC2N(CC1)CCC2)OC N-(5-((6-((R)-3-(3,5-difluorophenyl)isoxazolidine-2-yl)pyrimidine-4-yl)amino)-2-(4-(hexahydropyrrolo[1,2-a]pyrazine-2(1H)-yl)piperidine-1-yl)-4-methoxyphenyl)acrylamide